4,4',5,5'-tetramethyl-[1,1'-biphenyl]-2,2'-diamine CC=1C=C(C(=CC1C)C=1C(=CC(=C(C1)C)C)N)N